CC=1N=C(OC1C=O)C1=NC=CC=N1 (4-methyl-2-(pyrimidin-2-yl)oxazol-5-yl)methanone